CC(CC)C=1N(C=C2C1[C@]1(N(C2=O)C2=C(C=CC(=C2)Cl)F)C(NC2=CC(=CC=C21)Cl)=O)C=2C(=NC(=NC2)OC)OC (3S)-6'-(Butan-2-yl)-6-chloro-2'-(5-chloro-2-fluorophenyl)-5'-(2,4-dimethoxy-pyrimidin-5-yl)-1,2,3',5'-tetrahydro-2'H-spiro[indol-3,1-pyrrolo[3,4-c]pyrrol]-2,3'-dion